NC=1C2=C(N=CN1)N(C(=C2C2=CC=C(C=C2)OC2=NC(=CC=C2)C)C=2C=C(C=CC2)NC(C=C)=O)C N-(3-(4-amino-7-methyl-5-(4-(6-methylpyridin-2-yloxy)phenyl)-7H-pyrrolo[2,3-d]pyrimidin-6-yl)phenyl)acrylamide